CC1OC(CN(C1)C1=CC(=C(N)C=C1)F)C 4-(2,6-dimethylmorpholino)-2-fluoroaniline